(2S)-2-cyclohexyl-2-{[2-(pyridin-4-yl)acetyl]amino}acetic acid methyl ester COC([C@@H](NC(CC1=CC=NC=C1)=O)C1CCCCC1)=O